3-(5-Amino-6-(2-(dimethylamino)pyrimidin-5-yl)pyrazin-2-yl)-N-(4-cyanobicyclo[2.1.1]hexan-1-yl)-4-(methyl-d3)benzenesulfonamide trifluoroacetate salt FC(C(=O)O)(F)F.NC=1N=CC(=NC1C=1C=NC(=NC1)N(C)C)C=1C=C(C=CC1C([2H])([2H])[2H])S(=O)(=O)NC12CCC(C1)(C2)C#N